N-(2-cyclopropyl-4-fluorophenyl)-N-(1H-imidazol-2-yl)-7-nitrobenzo[c][1,2,5]oxadiazol-4-amine C1(CC1)C1=C(C=CC(=C1)F)N(C1=CC=C(C2=NON=C21)[N+](=O)[O-])C=2NC=CN2